C1(=CC=CC=C1)[Si](CCC[Ge](C1=CC=CC=C1)(C1=CC=CC=C1)C1=CC=CC=C1)(C1=CC=CC=C1)C1=CC=CC=C1 triphenyl(3-(triphenylgermyl)propyl)silane